C(C1=CC=CC=C1)O[C@@H]1C[C@H](C1)S(=O)(=O)N(C)C trans-3-(benzyloxy)-N,N-dimethylcyclobutane-1-sulfonamide